6-(cyclobutylmethyl)-5-(quinolin-8-yl)pyridin-2-amine C1(CCC1)CC1=C(C=CC(=N1)N)C=1C=CC=C2C=CC=NC12